FC(C(=O)N1CC2=CC=C(C(=C2CC1)NC[C@@H](CCCO)C)[N+](=O)[O-])(F)F 2,2,2-trifluoro-1-(5-{[(2R)-5-hydroxy-2-methylpentyl]amino}-6-nitro-3,4-dihydro-1H-isoquinolin-2-yl)ethanone